BrC1=NC=CC(=C1)OCC(C)OC1=NC(=CC=C1)Cl 2-bromo-4-(2-((6-chloropyridin-2-yl)oxy)propoxy)pyridine